6-(1H-imidazol-1-yl)-N-((1r,4r)-4-(2-methoxyethoxy)cyclohexyl)-4-(trifluoromethyl)pyridinecarboxamide N1(C=NC=C1)C1=CC(=CC(=N1)C(=O)NC1CCC(CC1)OCCOC)C(F)(F)F